COC=1C=C(C=CC1OC)C=1NC2=CC=C(C=C2C1C(C)C)C(=O)N1CC2C(C1)CN(C2)CCN(C(OC(C)(C)C)=O)C tert-butyl (2-(5-(2-(3,4-dimethoxyphenyl)-3-isopropyl-1H-indole-5-carbonyl)hexahydro pyrrolo[3,4-c]pyrrol-2(1H)-yl)ethyl)(methyl)carbamate